O1CCC2=C1C(=CC=C2)CNC(C2=CC(=CC=C2)NCC2=NN=C(N2C)C2=NC=NC=C2)=O N-(2,3-dihydro-1-benzofuran-7-ylmethyl)-3-([[4-methyl-5-(pyrimidin-4-yl)-1,2,4-triazol-3-yl]methyl]amino)benzamide